NCC(C(OCCNC(OC(C)(C)C)=O)C)F Tert-Butyl N-[2-(3-amino-2-fluoro-1-methyl-propoxy)ethyl]carbamate